Lithium fluoromethanesulfonamide FCS(=O)(=O)N.[Li]